FC(C(C(C(C(C(C(C(F)(F)F)(F)F)(F)F)(F)F)(F)F)(F)F)(F)F)(CC1CO1)F 3-(perfluorooctyl)-1,2-epoxypropane